ClC1=NC(=NC(=C1)O[C@@H](C)[C@H]1N(C[C@H](C1)F)C)C1=NOC(=C1)C(C)(C)C1=C(C=CC=C1F)F 4-chloro-2-{5-[2-(2,6-difluoro-phenyl)propan-2-yl]-1,2-oxazol-3-yl}-6-[(1S)-1-[(2S,4S)-4-fluoro-1-methylpyrrolidin-2-yl]ethoxy]pyrimidine